BrC1=CC(=C(N)C(=C1)F)C1CC1 4-bromo-2-cyclopropyl-6-fluoroaniline